1-FORMYLPYRROLIDINE-2-CARBOXYLIC ACID C(=O)N1C(CCC1)C(=O)O